2'-chloro-4'-((R)-1-(tetrahydro-2H-pyran-4-yl)ethoxy)-4,5,5',6'-tetrahydro-2H-spiro[furan-3,8'-pyrano[3,4-b]pyridin] ClC1=CC(=C2C(=N1)C1(OCC2)COCC1)O[C@H](C)C1CCOCC1